CC1([C@H](NC(C1)=O)COC1=NC=CC2=CC(=C(C=C12)OC)C(=O)N)C 1-{[(2S)-3,3-dimethyl-5-oxopyrrolidin-2-yl]methoxy}-7-methoxyisoquinoline-6-carboxamide